NC1=C(C(=C(C(=O)OC)C=C1C1=CC(=NC=C1)F)F)C(C)C methyl 4-amino-2-fluoro-5-(2-fluoropyridin-4-yl)-3-isopropylbenzoate